O=C1OC=CN1P(=O)(N1C(OC=C1)=O)Cl bis(2-oxo-1,3-oxazolin-3-yl)phosphoryl chloride